5-(3,6-diazabicyclo[3.1.1]heptan-3-yl)-2-methyl-N-(1-(3-(1-methyl-1H-pyrazol-4-yl)-5-(thiophen-2-yl)phenyl)ethyl)benzamide C12CN(CC(N1)C2)C=2C=CC(=C(C(=O)NC(C)C1=CC(=CC(=C1)C=1SC=CC1)C=1C=NN(C1)C)C2)C